BrC=1C=C2C(=NC1)N(C(=C2C=2C=NC(=CC2)F)COC)S(=O)(=O)C2=CC=C(C)C=C2 5-bromo-3-(6-fluoropyridin-3-yl)-2-(methoxymethyl)-1-tosyl-1H-pyrrolo[2,3-b]pyridine